FC(C=1N=C(OC1)CC1CC2(CN(C2)C=O)C1)(F)F [6-[[4-(trifluoromethyl)oxazol-2-yl]methyl]-2-azaspiro[3.3]heptan-2-yl]methanone